C(C)(=O)N1C(CN(CC1)C(=O)OC(C)(C)C)C1=C(C(=CC(=C1)Cl)C1=CC(=NC=C1)C(NC)=O)F tert-butyl 4-acetyl-3-(5-chloro-2-fluoro-3-(2-(methylcarbamoyl)pyridin-4-yl)phenyl)piperazine-1-carboxylate